tetra-n-propylammonium hydrogen carbonate C(O)([O-])=O.C(CC)[N+](CCC)(CCC)CCC